ClC=1C=C(C(=NC1)C#CC)N1CCOCC1 4-[5-Chloro-2-(prop-1-yn-1-yl)pyridin-3-yl]morpholine